FC=1C=CC(=C(C1)N1C(N([C@H](C1)C#N)C1=CN=CC2=CC=CC=C12)=O)OC (R)-1-(5-fluoro-2-methoxyphenyl)-3-(isoquinolin-4-yl)-2-oxoimidazolidine-4-carbonitrile